C(C)(C)(C)OC(=O)N1CCC(CC1)C=1C=2N(C=C(C1)C=1C=NN(C1)C)N=CC2C#N 4-(3-Cyano-6-(1-methyl-1H-pyrazol-4-yl)pyrazolo[1,5-a]pyridin-4-yl)piperidine-1-carboxylic acid tert-butyl ester